FCC#C 3-fluoroprop-1-yne